ClCC(=O)N(CC(=O)N)NC(=O)[C@H]1N(CCC1)S(=O)(=O)C1=CC=C(C=C1)C1=CC=C(C=C1)OC 2-[(2-chloroacetyl)-[[(2S)-1-[4-(4-methoxyphenyl)phenyl]sulfonylpyrrolidine-2-carbonyl]amino]amino]acetamide